N-(5-methyl-4-(1-(2-methylbenzoyl)indol-5-yl)thiazol-2-yl)acetamide CC1=C(N=C(S1)NC(C)=O)C=1C=C2C=CN(C2=CC1)C(C1=C(C=CC=C1)C)=O